(R)-2-(6-bromo-4-oxo-4H-chromen-3-yl)-2-phenylacetic acid ethyl ester C(C)OC([C@H](C1=CC=CC=C1)C1=COC2=CC=C(C=C2C1=O)Br)=O